O1C(=CC2=C1C=CC=C2)C=2C=C(C=C1C=C(C=NC21)[N+](=O)[O-])C 8-(benzofuran-2-yl)-6-methyl-3-nitroquinoline